Cl.N1=CC(=C2N1CCNC2)C(=O)N2C1(CC1)CC(CC2)O 4-{4H,5H,6H,7H-pyrazolo[1,5-a]pyrazine-3-carbonyl}-4-azaspiro[2.5]octan-7-ol hydrochloride